C(C=C)OC(=O)[C@@H]1N(CCC1)C(CCCC(=O)O)=O 5-((R)-2-((allyloxy)carbonyl)pyrrolidine-1-yl)-5-oxopentanoic acid